bis(2-butyloctyl) 10-[3-[2-[3-[2-(2-aminoethoxy)ethoxy]propanoylamino]ethyldisulfanyl] propanoyl-nonyl-amino]nonadecanedioate NCCOCCOCCC(=O)NCCSSCCC(=O)N(C(CCCCCCCCC(=O)OCC(CCCCCC)CCCC)CCCCCCCCC(=O)OCC(CCCCCC)CCCC)CCCCCCCCC